N,N-diisopropylammonia C(C)(C)NC(C)C